FC=1C=CC=C(C1)C 3-fluoro-5-methylbenzene